ClC1=CC=CC2=C1N(C[C@@H]1[C@@H](C(N2C)=O)N(C(C1)=O)C1=NC(=CC(=C1)C(F)(F)F)C)C[C@@H](C)O |&1:31| (3aR,11aS)-6-chloro-5-((R/S)-2-hydroxypropyl)-10-methyl-1-(6-methyl-4-(trifluoromethyl)pyridin-2-yl)-1,3a,4,5,10,11a-hexahydro-2H-benzo[b]pyrrolo[2,3-f][1,4]diazocine-2,11(3H)-dione